[6-(3-cyclopropyl-1,2,4-triazol-1-yl)-2-azaspiro[3.3]heptan-2-yl]-[6-(4-mesylbenzyl)-2-azaspiro[3.3]heptan-2-yl]methanone C1(CC1)C1=NN(C=N1)C1CC2(CN(C2)C(=O)N2CC3(C2)CC(C3)CC3=CC=C(C=C3)S(=O)(=O)C)C1